2-Methyl-5-phenyl-3-furylisocyanat CC=1OC(=CC1N=C=O)C1=CC=CC=C1